OC1=CC=C(C=C1)C1=NC2=CC=C3C(=C2C=2CCC(CC12)NC(OCC1=CC=CC=C1)=O)C=CN3 Benzyl (7-(4-hydroxyphenyl)-8,9,10,11-tetrahydro-3H-pyrrolo[3,2-a]phenanthridin-9-yl)carbamate